3-methyl-1,1-diphenylurea CNC(N(C1=CC=CC=C1)C1=CC=CC=C1)=O